1-(4-((4-methoxybenzyl)amino)-6-methylpyrimidin-2-yl)-3-(4-(trifluoro-methoxy)phenyl)urea COC1=CC=C(CNC2=NC(=NC(=C2)C)NC(=O)NC2=CC=C(C=C2)OC(F)(F)F)C=C1